dithienoquinoxaline N1=CC=NC2=C3C(=C4C(=C12)C=CS4)C=CS3